(3-chloro-5,8-dihydropyrido[3,4-c]pyridazin-7(6H)-yl)(cyclopropyl)methanone ClC1=CC2=C(N=N1)CN(CC2)C(=O)C2CC2